NCC1(CCC1)N1CSC(=C1C)COC=1C=CC2=C(C=C(O2)C)C1 N-(1-(aminomethyl)cyclobutyl)-2-methyl-5-((4-methylthiazol-5-yl)methoxy)benzofuran